3',6'-dihydroxy-2',4',5',7'-tetraiodo-3H-spiro[isobenzofuran-1,9'-xanthen]-3-one OC=1C(=CC=2C3(C4=CC(=C(C(=C4OC2C1I)I)O)I)OC(C1=CC=CC=C13)=O)I